C(C)(C)(C)C1=CC(=NO1)NC(=O)NC1=CC(=C(C=C1)C)N1N=CC(=C1)C=1C=NC=C(C1)N1CCOCC1 1-(5-(tert-butyl)isoxazol-3-yl)-3-(4-methyl-3-(4-(5-morpholinopyridin-3-yl)-1H-pyrazol-1-yl)phenyl)urea